(4R)-4-[3-Oxo-3-[6-[[6-(trifluoromethyl)-3-pyridyl]methyl]-2-azaspiro[3.4]octan-2-yl]propyl]oxazolidin-2-one O=C(CC[C@H]1NC(OC1)=O)N1CC2(C1)CC(CC2)CC=2C=NC(=CC2)C(F)(F)F